COC(CNC(=O)C1=CC=NC2=CC=C(C=C12)C=1C=CC(=NC1)C(=O)NCCN1CCN(CC1)C(=O)[O-])=O 4-(2-(5-(4-(2-Methoxy-2-oxoethylcarbamoyl)quinolin-6-yl)picolinamido)ethyl)piperazine-1-carboxylate